2-((2,6-difluorobenzyl)amino)-4-((dimethylamino)methyl)-5-(4-(3-methoxyureido)phenyl)thiophene-3-carboxylic acid FC1=C(CNC=2SC(=C(C2C(=O)O)CN(C)C)C2=CC=C(C=C2)NC(=O)NOC)C(=CC=C1)F